N1(CCCC1)C1=CC=CC(=N1)CO (6-(pyrrolidin-1-yl)pyridin-2-yl)methanol